FC(C(F)(F)F)(F)C1=CC=C(C=C1)C(C)=O 1-[4-(1,1,2,2,2-pentafluoroethyl)phenyl]ethanone